OC=1C(=NC=CC1)C(=O)NC=1C=C(CNC(OC(C)(C)C)=O)C=CC1 tert-butyl (3-(3-hydroxypicolinamido)benzyl)carbamate